N(=[N+]=[N-])C=1N=C(C=2C(N1)=CN(N2)CC2=C(C=C(C=C2)N2CCN(CC2)C(=O)OC(C)(C)C)OC)NCCCC tert-butyl 4-(4-((5-azido-7-(butylamino)-2H-pyrazolo[4,3-d]pyrimidin-2-yl)methyl)-3-methoxyphenyl)piperazine-1-carboxylate